(4-(methylsulfonyl)phenyl)propan-1-ol CS(=O)(=O)C1=CC=C(C=C1)C(CC)O